FC=1C(=CC=C(C(=O)N)C1)O 5-fluoro-4-hydroxybenzamide